6-(4-(Cyclopropylcarbamoyl)-2-(6-methylpyridin-2-yl)-1H-imidazol-1-yl)imidazo[1,2-a]pyridine C1(CC1)NC(=O)C=1N=C(N(C1)C=1C=CC=2N(C1)C=CN2)C2=NC(=CC=C2)C